(3,3-difluoropiperidin-4-yl) carbamate C(N)(OC1C(CNCC1)(F)F)=O